C1(=CC=C(C=C1)B1OCC(O1)S)B1OCC(O1)S 2,2'-(1,4-phenylene)-bis[4-mercapto-1,3,2-dioxaborolane]